ClC1=C(C=CC=C1)C1=C(C=CC(=C1)C(F)(F)F)S(=O)(=O)N1[C@@H](C[C@@](CC1)(C(=O)N[C@H](C)\C=C/S(=O)(=O)C)F)C (2R,4S)-1-((2'-chloro-5-(trifluoromethyl)-[1,1'-biphenyl]-2-yl)sulfonyl)-4-fluoro-2-methyl-N-((R,Z)-4-(methylsulfonyl)but-3-en-2-yl)piperidine-4-carboxamide